2-(4-Methoxycarbonylbiphenyl-3-yl)-1,3-dioxo-2,3-dihydro-1H-isoindole-5-carboxylic acid COC(=O)C1=C(C=C(C=C1)C1=CC=CC=C1)N1C(C2=CC=C(C=C2C1=O)C(=O)O)=O